Methyl 3-(N-(2-((tert-butoxycarbonyl)amino)-4-fluoro-5-(trifluoromethyl)phenyl)sulfamoyl)-4-methoxybenzoate C(C)(C)(C)OC(=O)NC1=C(C=C(C(=C1)F)C(F)(F)F)NS(=O)(=O)C=1C=C(C(=O)OC)C=CC1OC